2-((trans-3-(4-(6-(azetidin-3-yl)quinoxalin-2-yl)-3-cyclopropyl-1H-pyrazol-1-yl)cyclobutyl)methyl)isoindoline-1,3-dione N1CC(C1)C=1C=C2N=CC(=NC2=CC1)C=1C(=NN(C1)[C@@H]1C[C@H](C1)CN1C(C2=CC=CC=C2C1=O)=O)C1CC1